4'-(2-(dimethylamino)ethoxy)-[1,1'-biphenyl] CN(CCOC1=CC=C(C=C1)C1=CC=CC=C1)C